ClC=1C=CC(=C(C1)\C=C/C(=O)N[C@H]1CC=CCCC(NC2=CC=CC=C2C2=NN=C1O2)=O)N2N=NN=C2 (Z)-3-(5-chloro-2-tetrazol-1-yl-phenyl)-N-((S)-9-oxo-19-oxa-8,17,18-triaza-tricyclo[14.2.1.02,7]nonadec-1(18),2,4,6,12,16-hexaen-15-yl)-acrylamide